N[C@@H](C(=O)O)CC(=O)C1=C(C(=CC=C1)Cl)N (R)-2-amino-4-(2-amino-3-chlorophenyl)-4-oxobutanoic acid